(R)-3-(6-bromopyridin-2-yl)-5-((R)-1-fluoroethyl)-6,7-Dihydro-5H-pyrrolo[2,1-c][1,2,4]triazole BrC1=CC=CC(=N1)C=1N2C(=NN1)CC[C@@H]2[C@@H](C)F